C(C)C1=CC=C(C=C1)C1=CC(=NC=C1)C(=O)NC1=CC=C(C=C1)OC1=CC(=NC=C1)C(NC)=O 4-(4-Ethylphenyl)-N-(4-(2-(methylcarbamoyl)pyridin-4-yloxy)phenyl)picolinamide